2-Oxo-2-[rac-(2R,5S)-5-methyl-2-(3-thienyl)-1-piperidyl]acetamide O=C(C(=O)N)N1[C@H](CC[C@@H](C1)C)C1=CSC=C1 |r|